5-(3,5-difluorobenzyl)-1H-indazol FC=1C=C(CC=2C=C3C=NNC3=CC2)C=C(C1)F